6-methylquinazoline CC=1C=C2C=NC=NC2=CC1